(R)-N-(2-(2-(dimethylamino)ethoxy)-5-((6-(3-(2-fluoro-3-(trifluoromethyl)phenyl)isooxazolidin-2-yl)pyrimidin-4-yl)amino)-4-methoxyphenyl)acrylamide CN(CCOC1=C(C=C(C(=C1)OC)NC1=NC=NC(=C1)N1OCC[C@@H]1C1=C(C(=CC=C1)C(F)(F)F)F)NC(C=C)=O)C